N-(3-fluoro-1-methyl-5-methyl-4-piperidyl)-6-{3-[4-(N-methylcarbamoyl)-2-anisidino]-1-propynyl}-1-(2,2,2-trifluoroethyl)-1H-benzo[d]imidazole-4-carboxamide FC1CN(CC(C1NC(=O)C1=CC(=CC=2N(C=NC21)CC(F)(F)F)C#CCNC=2C(OC)=CC=C(C2)C(NC)=O)C)C